C1(CC1)C(=O)C=1N=C2N(N1)[C@@H](C[C@@H]2F)C2=C(C#N)C=CC=C2 2-[(5S,7S)-2-(cyclopropanecarbonyl)-7-fluoro-6,7-dihydro-5H-pyrrolo[1,2-b][1,2,4]triazol-5-yl]benzonitrile